Cl.N1N=NC(=C1)COCC1CCNCC1 4-(((1H-1,2,3-triazol-4-yl)methoxy)methyl)piperidine hydrochloride